CONC(=O)C1=CCC(CC1)C(=C)C n-methoxy-4-(propen-2-yl)cyclohexene-1-carboxamide